(2R)-6-chloro-7-fluoro-4-oxo-3,4-dihydro-2H-1-benzopyran-2-carboxylic acid ClC=1C(=CC2=C(C(C[C@@H](O2)C(=O)O)=O)C1)F